CC1=C(C(NC=2C=C(C=NC12)CN1CCN(CC1)C=1SC2=C(N1)C(NC2)=O)=O)C(F)(F)F 2-(4-((8-methyl-6-oxo-7-(trifluoromethyl)-5,6-dihydro-1,5-naphthyridin-3-yl)methyl)piperazin-1-yl)-5,6-dihydro-4H-pyrrolo[3,4-d]thiazol-4-one